O=C1NC=CC=C1C(=O)OC methyl 2-oxo-1,2-dihydropyridin-3-carboxylate